ClC=1C(=C(C=CC1Cl)NC1=NC=NC2=CC(=C(C=C12)OC1CCN(CC1)C(=O)C(C#N)=C)OC)F 2-(4-((4-((3,4-dichloro-2-fluorophenyl)amino)-7-methoxyquinazolin-6-yl)oxy)piperidine-1-carbonyl)acrylonitrile